butenyl-methyl-phosphinic acid C(=CCC)P(O)(=O)C